C(C=C)C1=NC2=CC=CC=C2C1=O 2-allyl-indol-3-one